tert-butyl (4-((2-oxo-2,3-dihydro-1H-benzo[d]imidazol-1-yl)methyl)benzyl)carbamate O=C1NC2=C(N1CC1=CC=C(CNC(OC(C)(C)C)=O)C=C1)C=CC=C2